C1(C(CCCC1)CO)CO cyclohexane-1,2-dimethanol